N,2-dimethyl-N-[2-(2-naphthylmethoxy)ethyl]but-3-yn-2-amine CN(C(C)(C#C)C)CCOCC1=CC2=CC=CC=C2C=C1